6-chloro-3-nitro-5-(trifluoromethyl)pyridine ClC1=C(C=C(C=N1)[N+](=O)[O-])C(F)(F)F